N[C@@](C([2H])([2H])[2H])(C(=O)O)[2H] [2,3,3,3-2H4]alanine